BrC=1C(=C(C=C(C1)C)C(CC(=O)N1C[C@@H](O[C@@H](C1)C)C)=O)O 1-(3-bromo-2-hydroxy-5-methyl-phenyl)-3-[(2S,6R)-2,6-dimethylmorpholin-4-yl]Propane-1,3-dione